3-amino-6-chloro-5-(1,3-Oxazol-2-yl)pyrazine-2-carboxylic acid NC=1C(=NC(=C(N1)C=1OC=CN1)Cl)C(=O)O